FC=1C=C(C=NC1)C=1N=C(C=2N(C1)C(=CN2)C(C)C)N[C@@H]2CCC=1NC3=CC=CC=C3C1C2 (3R)-N-[6-(5-fluoro-3-pyridinyl)-3-isopropyl-imidazo[1,2-a]Pyrazin-8-yl]-2,3,4,9-tetrahydro-1H-carbazol-3-amine